CN(C(OC1=CC=C(C=C1)C1=NOC(=N1)C(F)(F)F)=O)C 4-[5-(trifluoromethyl)-1,2,4-oxadiazol-3-yl]phenyl dimethylcarbamate